N[C@@H]([C@@H](C(=O)N1[C@@H](CCC1)C(=O)OC)O)C1CC1 Methyl ((2S,3R)-3-amino-3-cyclopropyl-2-hydroxypropanoyl)-L-prolinate